[N+](=O)(O)[O-].N1N=CN=C1 1,2,4-triazole nitrate